C1(CC1)N1C(CN(CC1)CC1=CC=C2C=C(C(NC2=C1)=O)CC)=O 7-((4-cyclopropyl-3-oxopiperazin-1-yl)methyl)-3-ethylquinolin-2(1H)-one